2-(2-(cyclopropanesulfonamido)thiazol-4-yl)-2-methyl-N-(5-(5-(trifluoromethyl)pyridin-3-yl)pyrimidin-2-yl)propanamide C1(CC1)S(=O)(=O)NC=1SC=C(N1)C(C(=O)NC1=NC=C(C=N1)C=1C=NC=C(C1)C(F)(F)F)(C)C